2-[1-butylpiperidin-4-yl]acetic acid hydrochloride salt Cl.C(CCC)N1CCC(CC1)CC(=O)O